4-(cyclopentylamino)-2-(methylthio)pyrimidine-5-carboxylic acid ethyl ester C(C)OC(=O)C=1C(=NC(=NC1)SC)NC1CCCC1